NCCCN1CCCC1 1-(3-Amino-propyl)pyrrolidin